ClC(C([2H])(Cl)Cl)([2H])Cl tetrachloroethane-1,2-d2